methyl 5-bromo-3-methyl-6-oxo-1,6-dihydropyridine-2-carboxylate BrC1=CC(=C(NC1=O)C(=O)OC)C